CN1CC(CC1=O)CNC1=CC=C(C=N1)C1=NC=2N(C(N(C(C2N1)=O)CCOC)=O)CCC 8-(6-((1-Methyl-5-oxo-3-pyrrolidinyl)methylamino)-3-pyridyl)-1-(2-methoxyethyl)-3-propylxanthine